(±)-1-[3-chloro-4-(1,1,2-trifluoro-methoxyethoxy)phenyl]-3-(2,6-difluorobenzoyl)urea ClC=1C=C(C=CC1OC[C@@H](F)OC(F)F)NC(=O)NC(C1=C(C=CC=C1F)F)=O |r|